ClC1=NNC2=NC=CC(=C21)C=2C(=NN1C2CCC(C1)(C)CF)C1=NC=C(C=C1)F 3-chloro-4-(6-(fluoromethyl)-2-(5-fluoropyridin-2-yl)-6-methyl-4,5,6,7-tetrahydropyrazolo[1,5-a]pyridin-3-yl)-1H-pyrazolo[3,4-b]pyridine